C1(=CC=CC=C1)C1C(=NC=CC1=O)C1=CC=CC=C1 diphenyl-4-pyridone